(S)-N-[(R)-[1-[(4R)-2,2-dimethyl-1,3-dioxolane-4-carbonyl]piperidin-4-yl](2-hydroxy-4-methylphenyl)methyl]-2-methylpropane-2-sulfinamide CC1(OC[C@@H](O1)C(=O)N1CCC(CC1)[C@@H](N[S@@](=O)C(C)(C)C)C1=C(C=C(C=C1)C)O)C